I\C(=C(\OCC(F)(F)F)/C1=CC=C(C=C1)OC)\C1=C(C#N)C=CC=C1 (E)-2-(1-iodo-2-(4-methoxyphenyl)-2-(2,2,2-trifluoroethoxy)vinyl)benzonitrile